5-(2,6-Dimethylheptan-2-yl)benzene-1,3-diol CC(C)(CCCC(C)C)C=1C=C(C=C(C1)O)O